Cl.O=C1N(CCC(C1)C(=O)OC)C1CCNCC1 methyl 2-oxo-[1,4'-bipiperidine]-4-carboxylate hydrochloride